FC(OC1=C(C=CC=C1)C=1N=C(SC1)N(/N=C/C1=C(C=C(C=C1)F)C(=O)O)C1CC1)(F)F (E)-4-(2-trifluoromethoxyphenyl)-2-[1-cyclopropyl-2-(2-carboxy-4-fluorobenzylidene)hydrazino]thiazole